C(CCC=CCC=C)(=O)OC 4,7-Octadienoic acid, methyl ester